OC1=CC=C(C(=O)N)C=C1C 4-hydroxy-5-methylbenzamide